1-(3,4,5-trimethoxybenzyl)-1H-indazole-6-carboxylic acid COC=1C=C(CN2N=CC3=CC=C(C=C23)C(=O)O)C=C(C1OC)OC